5-(2-(((2R,3R)-1,3-dihydroxybutan-2-yl)amino)-2-oxoacetyl)-N-(6-fluoro-5-methylpyridin-3-yl)-1,2,4-trimethyl-1H-pyrrole-3-carboxamide OC[C@H]([C@@H](C)O)NC(C(=O)C1=C(C(=C(N1C)C)C(=O)NC=1C=NC(=C(C1)C)F)C)=O